NC1=NC=CC=C1S(=O)(=O)NC(=O)C=1C(=NC(=CC1)C1=CC(=CC=C1)C(F)(F)F)N1C(C[C@@H](C1)C)(C)C N-[(2-Amino-3-pyridyl)sulfonyl]-6-[3-(trifluoromethyl)phenyl]-2-[(4S)-2,2,4-trimethylpyrrolidin-1-yl]pyridin-3-carboxamid